8-chloro-5-(1-methyl-1H-pyrrolo[2,3-b]pyridin-4-yl)-2-((2-(trimethylsilyl)ethoxy)methyl)-2,6-naphthyridin-1(2H)-one ClC=1C=NC(=C2C=CN(C(C12)=O)COCC[Si](C)(C)C)C1=C2C(=NC=C1)N(C=C2)C